FC1=CC=C(C=C1)CNC(=O)C=1C(C(=C2N(C[C@@H]3N(C2=O)[C@H](CO3)C3=CC=CC=C3)C1)OCC1=CC=CC=C1)=O (3S,11aR)-N-[(4-fluorophenyl)methyl]-5,7-dioxo-3-phenyl-6-[(phenylmethyl)oxy]-2,3,5,7,11,11a-hexahydro[1,3]oxazolo[3,2-a]pyrido[1,2-d]pyrazine-8-carboxamide